2-[(2,4-difluorophenyl)methyl]-2,6-diazaspiro[3.3]heptane FC1=C(C=CC(=C1)F)CN1CC2(C1)CNC2